C1(CC1)C(=O)NC1=CC(=C(N=N1)C(=O)NC([2H])([2H])[2H])NC1=NC=CC(=C1OC)C1=NOC(=N1)COC 6-cyclopropaneamido-4-({3-methoxy-4-[5-(methoxymethyl)-1,2,4-oxadiazol-3-yl]pyridin-2-yl}amino)-N-(2H3)methylpyridazine-3-carboxamide